NC1=C2C(=NC=N1)N(N=C2C2=CC=C(C=1N2C=CN1)NC(=O)NC1=NOC(=C1)C1(CC1)C(F)(F)F)C1CCNCC1 1-(5-(4-amino-1-(piperidin-4-yl)-1H-pyrazolo[3,4-d]pyrimidin-3-yl)imidazo[1,2-a]pyridin-8-yl)-3-(5-(1-(trifluoromethyl)cyclopropyl)isoxazol-3-yl)urea